NC1=C(C(=O)NC(C)C)C=C(C=N1)C1=C(C=C(C=C1)NC([C@@H](C1=C(C=CC=C1)C)O)=O)Cl (R)-2-amino-5-(2-chloro-4-(2-hydroxy-2-(o-tolyl)acetamido)phenyl)-N-isopropylnicotinamide